O(C)C1=CC=C(C=C1)NN 4-methoxylphenylhydrazine